FC=1C=C2C(C(NC2=CC1)=O)=O 5-fluoro-2,3-dihydro-1H-indole-2,3-dione